C(C=C)(=O)N1C[C@H](CC1)N1N=C(C(=C1N)C(=O)N)Br (S)-1-(1-acryloylpyrrolidin-3-yl)-5-amino-3-bromo-1H-pyrazole-4-Formamide